P1(=O)(OC2=C(C=C(C=C2C(C)(C)C)C(C)(C)C)CCC2=C(C(=CC(=C2)C(C)(C)C)C(C)(C)C)O1)[O-].[Na+] sodium 2,2'-ethylenebis(4,6-di-t-butylphenyl) phosphate